4-(N-(1-(4-(difluoromethoxy)benzyl)-1H-indazole-3-carbonyl)sulfamoyl)benzoic acid FC(OC1=CC=C(CN2N=C(C3=CC=CC=C23)C(=O)NS(=O)(=O)C2=CC=C(C(=O)O)C=C2)C=C1)F